2-(4-Aminopiperidin-1-yl)-6-(4-cyano-3-fluorophenyl)-5-(3-fluoro-4-methoxyphenyl)pyrimidine NC1CCN(CC1)C1=NC(=C(C=N1)C1=CC(=C(C=C1)OC)F)C1=CC(=C(C=C1)C#N)F